O=C1NC(CCC1N(C1=CC=C(C=C1)C1CCN(CC1)CC(=O)O)C)=O 2-[4-[4-[(2,6-dioxo-3-piperidyl)-methyl-amino]phenyl]-1-piperidyl]acetic acid